(tert-Butoxycarbonylamino)-3-(6-methyl-2-oxo-3,4-dihydro-1H-quinolin-3-yl)propanoic acid C(C)(C)(C)OC(=O)NC(C(=O)O)CC1C(NC2=CC=C(C=C2C1)C)=O